BrC=1C(=NN2C1N=CC=C2C(=O)N[C@@H]2C[C@@H](C2)OC(F)(F)F)COC2CC2 3-Bromo-2-(cyclopropoxymethyl)-N-[cis-3-(trifluoromethoxy)cyclobutyl]pyrazolo[1,5-a]pyrimidine-7-carboxamide